C(#N)C=1C=CC(=NC1)C1=NC=C(C=C1)C#N 5,5'-dicyano-2,2'-bipyridine